8-Bromo-7-chloro-6-fluoro-1,2,3,4-tetrahydroquinoline HBr Br.BrC=1C(=C(C=C2CCCNC12)F)Cl